CC=1C=CC=C2C(=C(C(NC12)=O)C(=O)OCC)NCC1=CC=C(C=C1)SC ethyl 8-methyl-4-((4-(methylthio)benzyl)amino)-2-oxo-1,2-dihydroquinoline-3-carboxylate